CN1N=C2C=CC(=C(C2=C1)C)C=1OC2=C(C=C(C=C2C(C1)=O)C)C(C)NC1=C(C(=O)O)C=CC=C1 2-((1-(2-(2,4-dimethyl-2H-indazol-5-yl)-6-methyl-4-oxo-4H-chromen-8-yl)ethyl)amino)benzoic acid